tert-butyl 4-(6-chloro-5-(1-cyanocyclopropyl)-2-methoxypyridin-3-yl)piperidine-1-carboxylate ClC1=C(C=C(C(=N1)OC)C1CCN(CC1)C(=O)OC(C)(C)C)C1(CC1)C#N